2-(2',3'-dihydro-1'H-spiro[cyclopropane-1,4'-isoquinolin]-7'-ylamino)-6-(4-hydroxy-2-methylphenyl)imidazo[1,2-a]pyrimido[5,4-e]pyrimidin-5(6H)-one C1NCC2(C3=CC=C(C=C13)NC=1N=CC=3C(N(C=4N(C3N1)C=CN4)C4=C(C=C(C=C4)O)C)=O)CC2